C(C)(C)(C)OC(=O)N1CC2N(CC1)C(NC2)=O 3-oxohexahydroimidazo[1,5-a]pyrazine-7(1H)-carboxylic acid tert-Butyl ester